S(=O)(=O)(ON1[C@@H]2CC[C@H](N(C1=O)C2)C(NC2CC(CCC2)NC(C)=O)=N)O (2S,5R)-2-(N-(3-Acetamidocyclohexyl) carbamimidoyl)-7-oxo-1,6-diazabicyclo[3.2.1]octan-6-yl hydrogen sulfate